(R)-3-(3-(Dimethylamino)prop-1-yn-1-yl)-6-((4-hydroxy-1-(4,4,4-trifluoro-3-phenylbutanoyl)piperidin-4-yl)methyl)-2-methyl-2H-pyrazolo[4,3-d]pyrimidin-7(6H)-one CN(CC#CC=1N(N=C2C1N=CN(C2=O)CC2(CCN(CC2)C(C[C@@H](C(F)(F)F)C2=CC=CC=C2)=O)O)C)C